[2-(6-fluoro-3-pyridyl)pyrimidin-4-yl]methanol FC1=CC=C(C=N1)C1=NC=CC(=N1)CO